FC(CCN1CC(C1)=CC1=CC=C(C=C1)C1=C(CCCC2=C1C=CC(=C2)C(=O)OC)B2OC(C(O2)(C)C)(C)C)F methyl 9-(4-((1-(3,3-difluoropropyl)azetidin-3-ylidene)methyl)phenyl)-8-(4,4,5,5-tetramethyl-1,3,2-dioxaborolan-2-yl)-6,7-dihydro-5H-benzo[7]annulene-3-carboxylate